ClC1=CC(=CC(=N1)NC(OC(C)(C)C)=O)F tert-butyl (6-chloro-4-fluoropyridin-2-yl)carbamate